[Si](C)(C)(C(C)(C)C)OCC(C)C=1C(=CN=NC1C(=C)OCC)C#CC(=O)C12CC(C1)(C2)C(=O)OC methyl 3-{3-[5-{1-[(tert-butyldimethylsilyl)oxy]propan-2-yl}-6-(1-ethoxyvinyl)pyridazin-4-yl]propioloyl}bicyclo[1.1.1]pentane-1-carboxylate